O=C1NC(CCC1N1C(C2=CC=C(C=C2C1)C1=CC=C(C=N1)NC(C1=CC=CC=C1)=O)=O)=O N-(6-(2-(2,6-dioxopiperidin-3-yl)-1-oxoisoindolin-5-yl)pyridin-3-yl)benzamide